FC1=CC=C2CCO[C@@H](C2=C1)[C@H]1NCC1 (S)-2-((S)-7-fluoroisochroman-1-yl)azetidine